BrC=1C=C(C(=NC1)C(C(=O)OCC)C#N)[N+](=O)[O-] ethyl 2-(5-bromo-3-nitropyridin-2-yl)-2-cyanoacetate